6-chloro-N2-(2,4-dimethoxybenzyl)-4-morpholinopyridine-2,3-diamine ClC1=CC(=C(C(=N1)NCC1=C(C=C(C=C1)OC)OC)N)N1CCOCC1